6-chloro-4-iodo-2-methylpyridin-3-ol ClC1=CC(=C(C(=N1)C)O)I